N-(4-(bromomethyl)-3-(trifluoromethyl)phenyl)-2,2,2-trifluoroacetamide BrCC1=C(C=C(C=C1)NC(C(F)(F)F)=O)C(F)(F)F